(R)-1-(2-chlorophenyl)-4-(3-hydroxypyrrolidin-1-yl)-2-oxo-7-(trifluoromethyl)-1,2-dihydro-1,8-naphthyridine-3-carbonitrile ClC1=C(C=CC=C1)N1C(C(=C(C2=CC=C(N=C12)C(F)(F)F)N1C[C@@H](CC1)O)C#N)=O